FC(=C)C(F)(F)F 2,3,3,3-tetrafluoro-1-propene